N,N-dimethylbenzidine CN(C1=CC=C(C=C1)C1=CC=C(N)C=C1)C